benzyl 4-chloro-5-methyl-2-thiazol-4-yl-7,8-dihydro-5H-pyrido[4,3-d]pyrimidine-6-carboxylate ClC=1C2=C(N=C(N1)C=1N=CSC1)CCN(C2C)C(=O)OCC2=CC=CC=C2